4-methoxy-8-[(2-methylbiphenyl-3-yl)amino]-1,7-naphthyridine-3-carbaldehyde COC1=C(C=NC2=C(N=CC=C12)NC=1C(=C(C=CC1)C1=CC=CC=C1)C)C=O